[C@@H]12N(C[C@@H](NC1)C2)C(=O)N2C=CC1=C2N=CN=C1N([C@H]1CN(CC[C@H]1C)C(CC#N)=O)C 3-((3R,4R)-3-((7-((1S,4S)-2,5-diazabicyclo[2.2.1]heptane-2-carbonyl)-7H-pyrrolo[2,3-d]pyrimidin-4-yl)(methyl)amino)-4-methylpiperidin-1-yl)-3-oxopropanenitrile